C(C)(C)(C)S=N tertiary butyl-sulfimide